ClC=1C=C(C=CC1Cl)C(C=CC1=CC=CC=C1)=O 1-(3,4-dichlorophenyl)-3-phenylpropa-2-en-1-one